ClC1=CC(=NC(=C1N(C)C)Cl)C1=NC(=NC(=N1)N[C@@H](C(F)(F)F)C)N[C@@H](C(F)(F)F)C 6-(4,6-Dichloro-5-dimethylaminopyridin-2-yl)-N2,N4-bis((R)-1,1,1-trifluoropropan-2-yl)-1,3,5-triazine-2,4-diamine